Hexanoyl-gamma-Glutamylcysteinylglycin C(CCCCC)(=O)N[C@@H](CCC(=O)N[C@@H](CS)C(=O)NCC(=O)O)C(=O)O